(6R,13S,17S)-6-benzyl-2-(carboxymethyl)-4,7,15-trioxo-2,5,8,14,16-pentaazanonadecane-1,13,17,19-tetracarboxylic acid C(C1=CC=CC=C1)[C@@H](NC(CN(CC(=O)O)CC(=O)O)=O)C(NCCCC[C@H](NC(N[C@@H](CCC(=O)O)C(=O)O)=O)C(=O)O)=O